CONC(=O)C1=CC=CC2=C1CCO2 4-(methoxycarbamoyl)-2,3-dihydrobenzofuran